2-anilino-6-fluoro-3-(5-methylpyridin-3-yl)quinazolin-4(3H)-one N(C1=CC=CC=C1)C1=NC2=CC=C(C=C2C(N1C=1C=NC=C(C1)C)=O)F